FC1(CNCC1)CN(C(O)=O)C=1N=CC2=CC(=C(C=C2C1)C1=C(C2=C(OCCN2)N=C1)C)F.C1(=CC=CC=C1)[Si](C1C=CC2=CC=CC=C12)(C1C=CC2=CC=CC=C12)C1=CC=CC=C1 diphenyl-diindenylsilane (3-Fluoropyrrolidin-3-yl)methyl-(7-fluoro-6-(8-methyl-2,3-dihydro-1H-pyrido[2,3-b][1,4]oxazin-7-yl)isoquinolin-3-yl)carbamate